chloro(2-dicyclohexylphosphineyl-2,4,6-triisopropyl-1,1-biphenyl) ClC1C(C(=C(C=C1C(C)C)C(C)C)C1=CC=CC=C1)(C(C)C)P(C1CCCCC1)C1CCCCC1